1-(5-Bromo-2-fluoro-3-pyridyl)-N-[(1R)-1-[2-fluoro-3-(trifluoromethyl)phenyl]ethyl]-6-oxo-pyridine-3-carboxamide BrC=1C=C(C(=NC1)F)N1C=C(C=CC1=O)C(=O)N[C@H](C)C1=C(C(=CC=C1)C(F)(F)F)F